C(C)(=O)C=1C=CC(=NC1F)N1C[C@H](CC1)C(=O)OC Methyl (3S)-1-(5-acetyl-6-fluoropyridin-2-yl)pyrrolidine-3-carboxylate